COC1=CC(=CC2=C1OC(CO2)C=2N=C(SC2)C)CN2C=NC=1C2=NC=C(C1)N1CCOCC1 4-(3-((8-methoxy-2-(2-methylthiazol-4-yl)-2,3-dihydrobenzo[b][1,4]dioxin-6-yl)methyl)-3H-imidazo[4,5-b]pyridin-6-yl)morpholine